ClC1=NC(=NC(=N1)C1=CC=CC=C1)C1=CC=CC=C1 2-chloro-4,6-diphenyl-[1,3,5]Triazine